ClC1=CC(=C(C=C1)N1CCCCC1)F 1-(4-chloro-2-fluorophenyl)piperidine